O=C1N(CC2=CC(=CC=C12)CN1CCC(CC1)C=1SC=CC1)N1C(NC(CC1)=O)=O 1-(1-oxo-5-((4-(thiophen-2-yl)piperidin-1-yl)methyl)isoindolin-2-yl)dihydropyrimidine-2,4(1H,3H)-dione